COC(C1CCN(CC1)C1=CC=C(C=C1)NCCC(=O)OCC)OC ethyl 3-(4-(4-(dimethoxymethyl)piperidin-1-yl)phenylamino)propanoate